O[C@H]1CC[C@H](CC1)C=1C=C2C(=NC1)NC(N2C2CCN(CC2)C(C2=CC=C(C=C2)OC(F)(F)F)=O)=O cis-6-(4-hydroxycyclohexyl)-1-[1-[4-(trifluoromethoxy)benzoyl]-4-piperidyl]-3H-imidazo[4,5-b]pyridine-2-one